2,4-difluoro-N-(6-methyl-3-oxo-2,3-dihydro-1,2,4-triazin-4(5H)-yl)benzenesulfonamide FC1=C(C=CC(=C1)F)S(=O)(=O)NN1C(NN=C(C1)C)=O